ethyl 4-((6-(1H-imidazol-1-yl)hexyl)oxy)benzoate N1(C=NC=C1)CCCCCCOC1=CC=C(C(=O)OCC)C=C1